C(C(C)C)(=O)ON amino isobutyrate